C1(=CC=C(C=C1)N(C=1C=C(C=C(C1)C1=CC=CC=C1)C1=CC=CC=C1)C1=CC=C(C=C1)C1=CC=CC=C1)C1=CC=CC=C1 Bis(biphenyl-4-yl)-(1,1':3',1''-terphenyl-5'-yl)-amine